C1(C=CCC1)OC(=O)CC[Si](OC)(OC)OC 2-((2-cyclopentenyl)oxycarbonyl)ethyltrimethoxysilane